4-[{(2RS)-2-hydroxy-3-(isopropylamino)propyl}oxy]benzaldehyde O[C@@H](COC1=CC=C(C=O)C=C1)CNC(C)C |r|